C1(CC1)C=1N=NN(C1)[C@H](C(=O)N1[C@@H](C[C@H](C1)O)C(=O)NC[C@H]1C([C@@H]1C)(F)F)C(C)(C)C (2S,4R)-1-[(2S)-2-(4-cyclopropyltriazol-1-yl)-3,3-dimethyl-butanoyl]-N-[[(1S,3R)-2,2-difluoro-3-methyl-cyclopropyl]methyl]-4-hydroxy-pyrrolidine-2-carboxamide